NN=C(N)N Monoaminoguanidin